(1s,4s)-4-(aminomethyl)-1-methylcyclohexanol NCC1CCC(CC1)(O)C